ClC=1C=C(C(=C(C1)NC=1C(=NC=CC1)C)[N+](=O)[O-])OC N-(5-chloro-3-methoxy-2-nitrophenyl)-2-methylpyridin-3-amine